(((dimethylamino)methylene)amino)-3-methoxy-3',6'-dihydro-[2,4'-bipyridine] CN(C)C=NC1=C(C(=NC=C1)C=1CC=NCC1)OC